(3R)-3-{[9-fluoro-2-(4-fluorophenyl)[1,2,4]triazolo[1,5-c]quinazolin-5-yl]amino}azepan-2-one FC1=CC=2C=3N(C(=NC2C=C1)N[C@H]1C(NCCCC1)=O)N=C(N3)C3=CC=C(C=C3)F